ClC=1C=C(C=CC1N1CCCC1)C(=O)[C@@H]1[C@H](C1)C=1N=NNN1 5-[(1S,2S)-2-{[3-chloro-4-(pyrrolidin-1-yl)phenyl]carbonyl}cyclopropyl]-2H-1,2,3,4-tetrazole